5-Cyano-4-(((5-methylthiophen-2-yl)methyl)amino)pyridin C(#N)C=1C(=CC=NC1)NCC=1SC(=CC1)C